OC1=C(C=C(C=C1)NC1=CC(=NC=C1)C(=O)N)CN1CCN(CC1)C 4-((4-hydroxy-3-((4-methylpiperazin-1-yl)methyl)phenyl)amino)picolinamide